N2-(2-(dimethylamino)ethyl)-N4-(2-(trifluoromethyl)benzyl)thieno[3,2-d]pyrimidine-2,4-diamine CN(CCNC=1N=C(C2=C(N1)C=CS2)NCC2=C(C=CC=C2)C(F)(F)F)C